FC(C1=CC=2N(C=C1)C(=CN2)C2=C1CNC(C1=C(C=C2)NC2=NC=C(C=C2)C2(CCOCC2)O)=O)F 4-(7-(difluoromethyl)imidazo[1,2-a]pyridin-3-yl)-7-((5-(4-hydroxytetra-hydro-2H-pyran-4-yl)pyridin-2-yl)amino)isoindolin-1-one